C(C1=CC=CC=C1)N(C(CC1N(C(CC1)=O)CC1=C(C=C(C=C1)Cl)Cl)=O)C N-benzyl-2-[1-[(2,4-dichlorophenyl)methyl]-5-oxopyrrolidin-2-yl]-N-methylacetamide